2-bromo-5-cyclopropyl-1,3-dimethylbenzene BrC1=C(C=C(C=C1C)C1CC1)C